COCC1=CC(=NO1)C1=NN=C2N1N=C(C1=CC=CC=C21)OCC2=NC=C(C(=O)NC1COCC1)C=C2 6-[3-(5-Methoxymethyl-isoxazol-3-yl)-[1,2,4]triazolo[3,4-a]phthalazin-6-yloxymethyl]-N-(tetrahydrofuran-3-yl)-nicotinamide